methyl (2S)-2-[[(1R,2S,5S)-3-[(2S)-2-(tert-butoxycarbonylamino)-3,3-dimethyl-butanoyl]-6,6-dimethyl-3-azabicyclo[3.1.0]hexane-2-carbonyl]amino]-3-[(3S)-2-oxopyrrolidin-3-yl]propanoate C(C)(C)(C)OC(=O)N[C@H](C(=O)N1[C@@H]([C@H]2C([C@H]2C1)(C)C)C(=O)N[C@H](C(=O)OC)C[C@H]1C(NCC1)=O)C(C)(C)C